tert-butyl 4-[4-(4-{1-[(tert-butoxy)carbonyl]-1,2,3,6-tetrahydropyridin-4-yl} furan-2-amido)phenyl]-1,2,3,6-tetrahydropyridine-1-carboxylate C(C)(C)(C)OC(=O)N1CCC(=CC1)C=1C=C(OC1)C(=O)NC1=CC=C(C=C1)C=1CCN(CC1)C(=O)OC(C)(C)C